FC(C1=CC(=NC=C1)OCC1CC2(C1)CCN(CC2)C(=O)OC(C)(C)C)(F)F tert-butyl 2-(((4-(trifluoromethyl)pyridin-2-yl)oxy)methyl)-7-azaspiro[3.5]nonane-7-carboxylate